7-bromo-3-((3-(bis(pyridin-2-yl)methoxy)-3-oxopropyl)amino)benzo[e][1,2,4]triazine BrC1=CC2=C(N=C(N=N2)NCCC(=O)OC(C2=NC=CC=C2)C2=NC=CC=C2)C=C1